Trans-N-[4-[5-[2-(ethylsulfamoyl)-4-isopentyloxy-phenyl]thiazol-2-yl]cyclohexyl]carbamic acid oxetan-3-yl ester O1CC(C1)OC(N[C@@H]1CC[C@H](CC1)C=1SC(=CN1)C1=C(C=C(C=C1)OCCC(C)C)S(NCC)(=O)=O)=O